2-(4-(1-bromoethyl)phenyl)-1-cyclopropyl-4-(trifluoromethyl)-1H-imidazole BrC(C)C1=CC=C(C=C1)C=1N(C=C(N1)C(F)(F)F)C1CC1